FC=1C=C(C=NC1)N1N=CC=2C(NCCC21)=O 1-(5-fluoropyridin-3-yl)-1,5,6,7-tetrahydro-4H-pyrazolo[4,3-c]pyridin-4-one